C(C)(C)C=1N(N=C2C=CC(=CC12)C1=NC(=NC=C1)S(=O)C)C 3-isopropyl-2-methyl-5-(2-methylsulfinylpyrimidin-4-yl)indazole